ClC=1C=CC2=C(N=C(O2)C2CC3(CC(C3)NC(=O)C3=CC(=NC=C3)C(=O)NC)C2)C1 N4-[6-(5-chloro-1,3-benzoxazol-2-yl)spiro[3.3]heptan-2-yl]-N2-methyl-pyridine-2,4-dicarboxamide